rac-5-{2-[(2R,5S)-2-(3-chlorophenyl)-5-methylpiperidin-1-yl]-2-oxoacetamido}pyridine-3-carboxamide ClC=1C=C(C=CC1)[C@@H]1N(C[C@H](CC1)C)C(C(=O)NC=1C=C(C=NC1)C(=O)N)=O |r|